N[C@@H]1CC[C@H](CC1)CCOC1C[C@H](N([C@H](C1)C)C(=O)OC(C)(C)C)C (2R,4r,6S)-tert-butyl 4-(2-((trans)-4-aminocyclohexyl) ethoxy)-2,6-dimethylpiperidin-1-carboxylate